C(C)(=O)OC1=CC(=C(C(=O)OC)C=C1)C methyl 4-acetoxy-2-methyl-benzoate